7-cyclopentyl-2-[5-(3,8-diaza-bicyclo[3.2.1]oct-3-ylmethyl)-pyridin-2-ylamino]-7H-pyrrolo[2,3-d]pyrimidine-6-carboxylic acid C1(CCCC1)N1C(=CC2=C1N=C(N=C2)NC2=NC=C(C=C2)CN2CC1CCC(C2)N1)C(=O)O